[Ir+3].C(C)(=O)CC(=O)[O-].C1(=CC=CC=C1)C1=NC=CC2=CC=CC=C12.C1(=CC=CC=C1)C1=NC=CC2=CC=CC=C12.C(C)(=O)CC(=O)[O-].C(C)(=O)CC(=O)[O-] Bis(1-phenylisoquinoline) (acetylacetate) iridium (iii)